N,2-dimethyl-5-(4-nitrophenoxy)benzamide CNC(C1=C(C=CC(=C1)OC1=CC=C(C=C1)[N+](=O)[O-])C)=O